7-(3-(2-fluorophenoxy)-7,8-dihydro-1,6-naphthyridin-6(5H)-yl)-8-methyl-4H-pyrimido[1,2-b]pyridazin-4-one FC1=C(OC=2C=NC=3CCN(CC3C2)C=2C(=CC=3N(N2)C(C=CN3)=O)C)C=CC=C1